2,2-difluoro-4-(4-methoxyphenyl)-4-butylthiocyanate FC(C)(CC(C1=CC=C(C=C1)OC)SC#N)F